2-[(3S)-1-[(tert-butoxy)carbonyl]pyrrolidin-3-yl]acetic acid C(C)(C)(C)OC(=O)N1C[C@@H](CC1)CC(=O)O